C1(=CC=C(C=C1)C=1OCCN1)C=1OCCN1 2,2'-(1,4-phenylene)bis[4,5-dihydrooxazole]